N-methyl-N-ethyl-guanidine CN(C(=N)N)CC